N'-(3,7-dimethyl-octa-2,6-dienyl)-benzyl-ethane-1,2-diamine CC(=CCNCC(N)CC1=CC=CC=C1)CCC=C(C)C